tetrafluoro-phenethyl-ammonium iodide [I-].FC(C([NH3+])(F)F)(C1=CC=CC=C1)F